(3R)-4-[5,7-diiodo-4-(2-methylsulfonylprop-2-yl)imidazo[1,5-b]pyridazin-2-yl]-3-methylmorpholine IC=1N=C(N2N=C(C=C(C21)C(C)(C)S(=O)(=O)C)N2[C@@H](COCC2)C)I